6-(2-ethynylquinazolin-6-yl)-5-(3-fluoro-4-((4-methylpyrimidin-2-yl)oxy)phenyl)-7-methyl-7H-pyrrolo[2,3-d]pyrimidin-4-amine C(#C)C1=NC2=CC=C(C=C2C=N1)C1=C(C2=C(N=CN=C2N)N1C)C1=CC(=C(C=C1)OC1=NC=CC(=N1)C)F